C(C)OC(=O)C1=CC(=NC(=C1N)C1=C2C=NN(C2=CC=C1C)C1OCCCC1)C=1C(=NC=CC1)N Ethyl-2',5-diamino-6-(5-methyl-1-(tetrahydro-2H-pyran-2-yl)-1H-indazol-4-yl)-[2,3'-bipyridine]-4-carboxylate